C(#N)C1=C(C=CC(=C1)F)SC=1C=2N(C=C(C1)C=1C=NN(C1C)CC(C)(C)O)N=CC2C#N 4-((2-cyano-4-fluorophenyl)thio)-6-(1-(2-hydroxy-2-methylpropyl)-5-methyl-1H-pyrazol-4-yl)pyrazolo[1,5-a]pyridine-3-carbonitrile